[SH2+]CCCC(CCC(CCC(CC)[SH2+])[SH2+])[SH2+] 1,4,7,10-tetrasulfaniododecane